N1(CCOCC1)C1=CC=C(C=C1)NC(=O)C1=COC=2N=CN=CC21 N-[4-(morpholin-4-yl)phenyl]furo[2,3-d]pyrimidine-5-carboxamide